FC1[C@@H](CNC[C@@H]1C)C (3R,5S)-4-fluoro-3,5-dimethylpiperidine